ClC1=CC(=C(C(=O)N2C3CC(C(C2CNC2=NC=C(N=C2)C(F)(F)F)C)C3)C=C1)N1N=CC=N1 N-({2-[4-chloro-2-(2H-1,2,3-triazol-2-yl)benzoyl]-4-methyl-2-azabicyclo[3.1.1]hept-3-yl}methyl)-5-(trifluoromethyl)pyrazin-2-amine